2,3',3,4'-tetramethylbenzophenone CC1=C(C(=O)C2=CC(=C(C=C2)C)C)C=CC=C1C